4-chloro-6-methoxy-7-(2-(pyrrolidin-1-yl)ethoxy)quinazoline ClC1=NC=NC2=CC(=C(C=C12)OC)OCCN1CCCC1